1-(tetrahydro-furan-2-yl)ethan-1-one O1C(CCC1)C(C)=O